3-(6-Hydroxymethylbicyclo[2.2.1]hept-2-yl)propan-1-ol OCC1CC2CC(C1C2)CCCO